(1S,2S)-N-(6-(5-chloro-7-(1-((1-cyanocyclopropyl)amino)ethyl)-6-fluoro-1H-indazol-4-yl)imidazo[1,2-a]pyrazin-2-yl)-2-fluorocyclopropane-1-carboxamide ClC=1C(=C2C=NNC2=C(C1F)C(C)NC1(CC1)C#N)C=1N=CC=2N(C1)C=C(N2)NC(=O)[C@H]2[C@H](C2)F